C(C)(C)(C)OC(=O)NCC=1N=CC(=NC1)NC(=O)C1=CC2=C(OCCC3=C2SC=C3)C=C1C=1C(=NC(=CC1)C(NCCC)=O)C(=O)OC methyl 3-(9-((5-(((tert-butoxycarbonyl)amino)methyl)pyrazin-2-yl)carbamoyl)-4,5-dihydrobenzo[b]thieno[2,3-d]oxepin-8-yl)-6-(propylcarbamoyl)picolinate